C1(=C(C=CC=C1)C1=CC(=C2C=CC=C3C4=C(C=C(C5=CC=CC(C1=C23)=C45)I)C4=C(C=CC=C4)C4=CC=CC=C4)I)C4=CC=CC=C4 1,7-di([1,1'-biphenyl]-2-yl)-3,9-diiodoperylene